2-((((9H-Fluoren-9-yl)methoxy)carbonyl)(methyl)amino)-4-(4-isopropoxyphenyl)butanoic acid C1=CC=CC=2C3=CC=CC=C3C(C12)COC(=O)N(C(C(=O)O)CCC1=CC=C(C=C1)OC(C)C)C